C(C)OC(=O)C1=NN2C(NC(=C(C2C2=CC=C(C=C2)O)C(NC=2C=C3C=CN=CC3=CC2)=O)C)=C1 7-(4-hydroxyphenyl)-6-(isoquinolin-6-ylcarbamoyl)-5-methyl-4,7-dihydropyrazolo[1,5-a]pyrimidine-2-carboxylic acid ethyl ester